9-{4-[difluoro(4-methylphenyl)methyl]phenyl}-3,4-dihydropyrido[2,1-c][1,2,4]thiadiazine 2,2-dioxide FC(C1=CC=C(C=C1)C1=CC=CN2C1=NS(CC2)(=O)=O)(C2=CC=C(C=C2)C)F